ClC=1C=C(C=CC1)C(C)C=1C=C(SC1C)C=O 4-[1-(3-Chlorophenyl)ethyl]-5-methylthiophene-2-carbaldehyde